C1(CC1)C(=O)NC=1C=C2C(=CN=C(C2=CN1)NC)C=1C(=C(C=CC1)C=1C=NN(C1)C(C(=O)O)C)OC 2-(4-(3-(6-(cyclopropanecarboxamido)-1-(methylamino)-2,7-naphthyridin-4-yl)-2-methoxyphenyl)-1H-pyrazol-1-yl)propanoic acid